2-[2-[(E)-3-(4-Chlorophenyl)prop-2-enoyl]phenyl]-2-hydroxypropanoate ClC1=CC=C(C=C1)/C=C/C(=O)C1=C(C=CC=C1)C(C(=O)[O-])(C)O